C(N)([O-])=O trans-carbamate